[Bi].[Na].[La] lanthanum sodium bismuth